tert-butyl 4-(4-(pyridin-3-yloxy)phenyl)piperidine-1-carboxylate N1=CC(=CC=C1)OC1=CC=C(C=C1)C1CCN(CC1)C(=O)OC(C)(C)C